4-((1,2-Dimethyl-5-(2-methylpyridin-4-yl)-1H-benzo[d]imidazol-6-yl)amino)-2-(2,6-dioxopiperidin-3-yl)isoindoline-1,3-dione CN1C(=NC2=C1C=C(C(=C2)C2=CC(=NC=C2)C)NC2=C1C(N(C(C1=CC=C2)=O)C2C(NC(CC2)=O)=O)=O)C